FC1=C(C=CC=C1)C1=NN(C=C1C=1C2=C(N=CN1)C=C(C(=N2)NCC2=CC=C(C=C2)OC)OC)C 4-(3-(2-fluorophenyl)-1-methyl-1H-pyrazol-4-yl)-7-methoxy-N-(4-methoxybenzyl)pyrido[3,2-d]pyrimidin-6-amine